[Li].C(C)NCC1=CC=CC=C1 ethylbenzylamine lithium